1-{[(3r,4r)-1-(cyanoacetyl)-4-methylpyrrolidin-3-yl]methoxy}-7-(prop-2-yloxy)isoquinoline-6-carboxamide C(#N)CC(=O)N1C[C@@H]([C@H](C1)C)COC1=NC=CC2=CC(=C(C=C12)OC(C)C)C(=O)N